(2R)-1-[5-(4-chlorobenzenesulfonyl)-1H,2H,3H,4H,5H,6H-pyrrolo[3,4-c]pyrrol-2-yl]-2-hydroxy-2-phenylethan-1-one ClC1=CC=C(C=C1)S(=O)(=O)N1CC2=C(C1)CN(C2)C([C@@H](C2=CC=CC=C2)O)=O